FC1=C(C=CC(=C1)F)[C@](CC(=O)NC1(CC1)C1=CC(=C(C=C1)F)OCC(F)(F)F)(C)O (R)-3-(2,4-difluorophenyl)-N-(1-(4-fluoro-3-(2,2,2-trifluoroethoxy)phenyl)-cyclopropyl)-3-hydroxybutanamide